5-(3,6-diazabicyclo[3.1.1]heptan-3-yl)-2-(2,6-dioxopiperidin-3-yl)-4,6,7-trifluoroisoindoline-1,3-dione C12CN(CC(N1)C2)C=2C(=C1C(N(C(C1=C(C2F)F)=O)C2C(NC(CC2)=O)=O)=O)F